FC1=CC=C(C2=CC=CC=C12)\C=C\[N+](=O)[O-] (E)-1-fluoro-4-(2-nitrovinyl)naphthalene